CN1C2=C(OC[C@@H](C1=O)NC(=O)C=1OC(=NN1)C1(CC1)C1=CC=CC=C1)C=CC(=C2)N2CC1(C2)CCOCC1 (S)-N-(5-Methyl-4-oxo-7-(7-oxa-2-azaspiro[3.5]nonan-2-yl)-2,3,4,5-tetrahydrobenzo[b][1,4]oxazepin-3-yl)-5-(1-phenylcyclopropyl)-1,3,4-oxadiazol-2-carboxamid